2-hydroxy-2-methyl-propanoic acid OC(C(=O)O)(C)C